FC=1C(=CC2=C(OCC(N2)=O)C1)CN[C@@H]1[C@@H](C[C@H](CC1)NCC1=CC=CC=2N1N=CC2)F 7-fluoro-6-((((1S,2R,4S)-2-fluoro-4-((pyrazolo[1,5-a]pyridin-7-ylmethyl)amino)cyclohexyl)amino)methyl)-2H-benzo[b][1,4]oxazin-3(4H)-one